5,6-dihydro-3-(4-morpholinyl)-1-[4-(2-oxo-1-piperidinyl)phenyl]-2(1H)-pyridone N1(CCOCC1)C=1C(N(CCC1)C1=CC=C(C=C1)N1C(CCCC1)=O)=O